(2S,3S,4R,5R)-2-{2-[2-amino-3-(trifluoromethyl)quinolin-7-yl]ethyl}-5-(4-methyl-7H-pyrrolo[2,3-d]pyrimidin-7-yl)tetrahydrothiophene-3,4-diol NC1=NC2=CC(=CC=C2C=C1C(F)(F)F)CC[C@@H]1S[C@H]([C@@H]([C@@H]1O)O)N1C=CC2=C1N=CN=C2C